2-amino-N-(2-cyclopropyl-4-fluorophenyl)-N-(7-nitrobenzo[c][1,2,5]oxadiazol-4-yl)pyrimidine-5-carboxamide NC1=NC=C(C=N1)C(=O)N(C1=CC=C(C2=NON=C21)[N+](=O)[O-])C2=C(C=C(C=C2)F)C2CC2